O[C@H](C(=O)O)C L-2-hydroxypropionic acid